C(C)(C)(C)OC(N(C)CCONC(=O)[C@H]1N2C(N([C@H](CC1)C2)OS(=O)(=O)O)=O)=O.C(CCC)[N+](CCCC)(CCCC)CCCC tetrabutylammonium tert-butyl-{2-[({[(2S,5R)-7-oxo-6-(sulfooxy)-1,6-diazabicyclo-[3.2.1]oct-2-yl]carbonyl}amino)oxy]ethyl}methylcarbamate